(3R,4S)-Tetrahydro-2H-pyran-3,4-diyl diacetate C(C)(=O)O[C@@H]1COCC[C@@H]1OC(C)=O